C1(CC1)CC1=NN(C(=C1)CN1N=CN=C1)C 1-((3-(cyclopropylmethyl)-1-methyl-1H-pyrazol-5-yl)methyl)-1H-1,2,4-triazol